2-bromo-3-(5-methylthiazol-4-yl)-6-(3-morpholinopropoxy)-1H-inden-1-one BrC=1C(C2=CC(=CC=C2C1C=1N=CSC1C)OCCCN1CCOCC1)=O